2-(p-tolyl)-4,6-bis(trichloromethyl)s-triazine C1(=CC=C(C=C1)C1=NC(=NC(=N1)C(Cl)(Cl)Cl)C(Cl)(Cl)Cl)C